4-amino-2-(benzyloxycarbonylamino)butanoic acid NCCC(C(=O)O)NC(=O)OCC1=CC=CC=C1